C(C)(=O)C1=C2C(=NC=C1)N(N=C2C(=O)N)C2=CC=C(C=C2)OC(F)(F)F 4-acetyl-1-(4-(trifluoromethoxy)phenyl)-1H-pyrazolo[3,4-b]pyridine-3-carboxamide